2-methyl-1-(4-((trimethylsilyl)ethynyl)phenyl)propan-2-ol CC(CC1=CC=C(C=C1)C#C[Si](C)(C)C)(C)O